2-((2r,5s)-4-(6-cyano-1-methyl-2-oxo-1,2-dihydro-1,5-naphthyridin-4-yl)-2,5-dimethylpiperazin-1-yl)-2-(4-fluorophenyl)-N-(2-hydroxyethyl)acetamide C(#N)C=1N=C2C(=CC(N(C2=CC1)C)=O)N1C[C@H](N(C[C@@H]1C)C(C(=O)NCCO)C1=CC=C(C=C1)F)C